BrC=1C=CC(=NC1)C#CCOCCN1CCN(CC1)C(=O)OC(C)(C)C tert-butyl 4-(2-((3-(5-bromopyridin-2-yl)prop-2-yn-1-yl)oxy)ethyl)piperazine-1-carboxylate